3-bromo-1-(4,4-difluorocyclohexyl)imidazo[1,5-a]pyridine BrC1=NC(=C2N1C=CC=C2)C2CCC(CC2)(F)F